(S)-2-(4-(3-cyanophenyl)indoline-1-carbonyl)pyrrolidine-1-carbonitrile C(#N)C=1C=C(C=CC1)C1=C2CCN(C2=CC=C1)C(=O)[C@H]1N(CCC1)C#N